2-[(4-fluorophenyl)methyl]-2-azaspiro[3.3]heptan-6-yl (2R,6S)-4-[5-(difluoromethoxy)pyrimidin-2-yl]-2,6-dimethylpiperazine-1-carboxylate FC(OC=1C=NC(=NC1)N1C[C@H](N([C@H](C1)C)C(=O)OC1CC2(CN(C2)CC2=CC=C(C=C2)F)C1)C)F